2-(2,6-dioxopiperidin-3-yl)-5-(4-((1-(2-(4-(6-(5-isopropoxy-1H-indazol-3-yl)pyrimidin-4-yl)piperazin-1-yl)ethyl)azetidin-3-yl)methyl)piperazin-1-yl)isoindoline-1,3-dione O=C1NC(CCC1N1C(C2=CC=C(C=C2C1=O)N1CCN(CC1)CC1CN(C1)CCN1CCN(CC1)C1=NC=NC(=C1)C1=NNC2=CC=C(C=C12)OC(C)C)=O)=O